4-(3-(2-methoxyethyl)-5-(3-(m-tolyl)-5,6-dihydropyridazin-1(4H)-yl)-3H-imidazo[4,5-b]pyridin-7-yl)morpholine COCCN1C=NC=2C1=NC(=CC2N2CCOCC2)N2N=C(CCC2)C=2C=C(C=CC2)C